trichloro(octyl)silane Cl[Si](CCCCCCCC)(Cl)Cl